OC1CCC(CC1)OC1=NC=CC(=C1)C=1C(=C2CCCC2=CC1)NC(=O)NS(=O)(=O)C1=NN(C=C1)CC(C)(C)B(O)O (1-(3-(N-((5-(2-(((1s,4s)-4-hydroxycyclohexyl)oxy)pyridin-4-yl)-2,3-dihydro-1H-inden-4-yl)carbamoyl)sulfamoyl)-1H-pyrazol-1-yl)-2-methylpropan-2-yl)boronic acid